NC=1C=NC(=NC1)N(NC(C1=C(C=C(C=C1)/C(=C/C(C(F)(F)F)C1=CC(=C(C(=C1)Cl)Cl)Cl)/F)C(F)(F)F)=O)C (Z)-N'-(5-aminopyrimidin-2-yl)-N'-methyl-4-(1,4,4,4-tetrafluoro-3-(3,4,5-trichlorophenyl)but-1-en-1-yl)-2-(trifluoromethyl)benzoyl-hydrazine